tert-Butyl 4-((4-((4-(phenoxymethyl)cyclohexyl)methyl)phenyl)carbamoyl)piperazine-1-carboxylate O(C1=CC=CC=C1)CC1CCC(CC1)CC1=CC=C(C=C1)NC(=O)N1CCN(CC1)C(=O)OC(C)(C)C